4-methylenedioxybenzeneethylamine C1OC2=CC=C(C=C2O1)CCN